1-(4-chlorophenyl)-1-methyl-3-(5-methyl-1-(1H-tetrazol-5-yl)azepan-3-yl)urea ClC1=CC=C(C=C1)N(C(=O)NC1CN(CCC(C1)C)C1=NN=NN1)C